C1(=CC=CC=2C3=CC=CC=C3CC12)N=C=O fluorenyl isocyanate